CC1=C(OC=2C(=CC(N(C2)C)=O)C=2C3=C(C(N(C2)C)=O)N(C(=C3)CO)S(=O)(=O)C3=CC=C(C)C=C3)C(=CC=C1)C 4-(5-(2,6-dimethylphenoxy)-1-methyl-2-oxo-1,2-dihydropyridin-4-yl)-2-(hydroxymethyl)-6-methyl-1-tosyl-1,6-dihydro-7H-pyrrolo[2,3-c]pyridin-7-one